3-(4-chlorophenyl)aniline ClC1=CC=C(C=C1)C=1C=C(N)C=CC1